N-(2-fluoro-5-methoxy-4-(3-methyl-6-(pyrazolo[1,5-a]pyrimidin-3-yl)-1H-pyrazolo[4,3-c]pyridin-1-yl)phenyl)methanesulfonamide FC1=C(C=C(C(=C1)N1N=C(C=2C=NC(=CC21)C=2C=NN1C2N=CC=C1)C)OC)NS(=O)(=O)C